(S)-N-(6-bromopyridin-2-yl)-2-azabicyclo[2.2.2]octane-3-carboxamide BrC1=CC=CC(=N1)NC(=O)[C@H]1NC2CCC1CC2